O1C=CC2=C1C=CC(=C2)C(O)C=2C=NC1=CC(=CC=C1C2Cl)OCC2=CC=CC=C2 benzofuran-5-yl-(7-(benzyloxy)-4-chloroquinolin-3-yl)methanol